N-(1-methyl-4-azepanyl)-5-[3-(4-mesyl-2-anisidino)-1-propynyl]-3-(2,2,2-trifluoroethyl)-7-indolecarboxamide CN1CCC(CCC1)NC(=O)C=1C=C(C=C2C(=CNC12)CC(F)(F)F)C#CCNC=1C(OC)=CC=C(C1)S(=O)(=O)C